4-amino-7-(1-methylcyclopropyl)-6-(pyridin-3-yl)-7H-pyrrolo[2,3-d]pyrimidine-5-carboxylic acid NC=1C2=C(N=CN1)N(C(=C2C(=O)O)C=2C=NC=CC2)C2(CC2)C